2-amino-6-fluoro-N-(5-fluoro-4-(4-(4-methylpiperazine-1-carbonyl)phenyl)pyridin-3-yl)pyrazolo[1,5-a]pyrimidine-3-carboxamide NC1=NN2C(N=CC(=C2)F)=C1C(=O)NC=1C=NC=C(C1C1=CC=C(C=C1)C(=O)N1CCN(CC1)C)F